N-(isoquinolin-4-ylmethylene)-2-methylpropane-2-sulfinamide C1=NC=C(C2=CC=CC=C12)C=NS(=O)C(C)(C)C